Ethyl 7-((6-methyl-3-(methylthio)-5,5-dioxido-6,11-dihydrodibenzo[c,f][1,2]thiazepin-11-yl)amino)heptanoate CN1S(C2=C(C(C3=C1C=CC=C3)NCCCCCCC(=O)OCC)C=CC(=C2)SC)(=O)=O